N-((1-(4-(2-cyanopropan-2-yl)phenyl)-2-oxabicyclo[2.2.2]octan-4-yl)methyl)-N-(3-(3-ethyl-1,2,4-oxadiazol-5-yl)phenyl)-3-fluorobicyclo[1.1.1]pentane-1-carboxamide C(#N)C(C)(C)C1=CC=C(C=C1)C12OCC(CC1)(CC2)CN(C(=O)C21CC(C2)(C1)F)C1=CC(=CC=C1)C1=NC(=NO1)CC